dipentyl 2-(cyclohexylmethyl)-2-isobutylsuccinate C1(CCCCC1)CC(C(=O)OCCCCC)(CC(=O)OCCCCC)CC(C)C